C(C)(C)(C)OC(=O)N1CC(OC2=C(C1)N=C(C=C2)Cl)(C)C 7-chloro-2,2-dimethyl-2,3-dihydropyrido[2,3-f][1,4]oxazepine-4(5H)-carboxylic acid tert-butyl ester